C1(CCCC1)C(C)NC(CN1C(NC2=CC=CC=C2C1=O)=O)=O N-(1-cyclopentylethyl)-2-(2,4-dioxo-1,4-dihydroquinazolin-3(2H)-yl)acetamide